C(C)OC(CCCCC)=O ETHYLCAPROATE